C(C1CO1)OC1=C(C#N)C=CC=C1 2-(2,3-epoxypropoxy)benzonitrile